CC1=NOC(=C1C=1C=C(CN2CCC(CC2)NC(CCCC(=O)NC2=CC=C(C=C2)N[C@@H]2C[C@@H](N(C3=CC=CC=C23)C(CC)=O)C)=O)C=C(C1)O)C N1-(1-(3-(3,5-Dimethylisoxazol-4-yl)-5-hydroxybenzyl)piperidin-4-yl)-N5-(4-(((2S,4R)-2-methyl-1-propionyl-1,2,3,4-tetrahydroquinolin-4-yl)amino)phenyl)glutaramide